S(=O)(=O)(ON1[C@@H]2CC[C@H](N(C1=O)C2)C(NS(NC)(=O)=O)=N)O (2S,5R)-2-(N-(N-Methylsulfamoyl)carbamimidoyl)-7-oxo-1,6-diazabicyclo[3.2.1]octan-6-yl hydrogen sulfate